5-chloro-N,N-diisopropyltryptamine ClC1=CC=C2NC=C(CCN(C(C)C)C(C)C)C2=C1